tert-Butyl (3R)-3-[3-(4-[3-cyano-4-methoxypyrazolo[1,5-a]pyridin-6-yl]-5-methylpyrazol-1-yl)azetidin-1-yl]piperidine-1-carboxylate C(#N)C=1C=NN2C1C(=CC(=C2)C=2C=NN(C2C)C2CN(C2)[C@H]2CN(CCC2)C(=O)OC(C)(C)C)OC